(R)-1-(7-chloro-8-fluoro-2-((1-(hydroxymethyl)cyclopropyl)methoxy)pyrido[4,3-d]pyrimidin-4-yl)-3-methylpiperidin-3-ol ClC1=C(C=2N=C(N=C(C2C=N1)N1C[C@@](CCC1)(O)C)OCC1(CC1)CO)F